C(CC(C)C)N[C@@H](C)C(=O)O Isopentylalanine